C1(CC1)N1N=C(C(=C1)N)OC1COC1 1-cyclopropyl-3-(oxetan-3-yloxy)-1H-pyrazol-4-amine